(pyridin-3-yl)-2H-tetrazole-5-carboxamide N1=CC(=CC=C1)N1N=C(N=N1)C(=O)N